N1=C(C=CC=C1)CC(=O)N[C@H]1[C@H](O)O[C@@H]([C@H]([C@@H]1O)O)CO N-pyridineacetyl-beta-D-glucosamine